(3'R)-6-chloro-5-fluoro-1'-(3-(1-fluoro-1-(4-fluorophenyl)propyl)-1H-1,2,4-triazole-5-carbonyl)spiro[benzo[d][1,3]oxazin-4,3'-piperidin]-2(1H)-one ClC1=C(C2=C(NC(O[C@@]23CN(CCC3)C(=O)C3=NC(=NN3)C(CC)(C3=CC=C(C=C3)F)F)=O)C=C1)F